FC1=C(C=CC(=C1)F)C1=C(C=C2C(NC(NC2=C1SC[C@H](CO)OCOC)=O)=O)C(F)(F)F 7-(2,4-difluorophenyl)-8-(((S)-3-hydroxy-2-(methoxymethoxy)propyl)thio)-6-(trifluoromethyl)quinazoline-2,4(1H,3H)-dione